C(#N)C=1C(=CC=C2C=CC=NC12)C1=CC=C(OC2CCN(CC2)C(=O)OC(C)(C)C)C=C1 tert-Butyl 4-[4-(8-cyano-7-quinolyl)phenoxy]piperidine-1-carboxylate